CC1=C(C=C(C=C1)C)CC 1,4-dimethyl-2-ethyl-benzene